NC1=C(C=C(C=N1)NC(C(N1[C@H](CC[C@@H](C1)C)C=1C=CC2=C(N=C(S2)C2CN(C(C2)C)C)C1)=O)=O)CC Racemic-N-(6-amino-5-ethyl-3-pyridyl)-2-oxo-2-[(2R,5S)-2-[2-(1,5-dimethylpyrrolidin-3-yl)-1,3-benzothiazol-5-yl]-5-methyl-1-piperidyl]acetamide